N1C(=CC2=CC=CC=C12)C(C(=O)N)=C indolyl-acrylamide